NC1=C(C2=C(S1)C(C(CC2)(COCC(F)(F)F)C)=O)C(=O)O 2-Amino-6-methyl-7-oxo-6-((2,2,2-trifluoroethoxy)methyl)-4,5,6,7-tetrahydrobenzo[b]thiophene-3-carboxylic acid